Cl.NC=1N=CC=2C(C3=C(NC2C1)C(N1C(=C3C)C(NC13CCCCC3)=O)=O)([2H])[2H] 8'-amino-12'-methyl-6',11'-dihydro-2'H-spiro[cyclohexane-1,3'-imidazo[1',5':1,6]pyrido[3,4-b][1,6]naphthyridine]-1',5'-dione-11',11'-d2 hydrochloride